C12CNCC(CC1)N2C=2C=C1CN(CC1=CC2)C2C(NC(CC2)=O)=O 5-(3,8-diazabicyclo[3.2.1]octane-8-yl)-2-(2,6-dioxopiperidin-3-yl)isoindoline